C(C)C1=C(C=NC(=C1)C)C1=C2C=C(NC2=C(C(=C1)C=1CNCCC1)F)C1N(CCN(C1)C1=NC=C(C=C1OC)F)C=O 2-(4-(4-Ethyl-6-methylpyridin-3-yl)-7-fluoro-6-(1,2,5,6-tetrahydropyridin-3-yl)-1H-indol-2-yl)(4-(5-fluoro-3-methoxypyridin-2-yl)piperazin-1-yl)methanone